NC=1C2=C(N=CN1)N1C(=C2C2=C(C=3C(=NC=CC3)N2)Cl)CN(CC1(C)C)C(=O)C1=CC(=NC=C1)C (4-amino-5-(3-chloro-1H-pyrrolo[2,3-b]pyridin-2-yl)-9,9-dimethyl-8,9-dihydropyrazino[1',2':1,5]pyrrolo[2,3-d]pyrimidin-7(6H)-yl)(2-methylpyridin-4-yl)methanone